(R)-1-(4-chlorobenzyl)-3-(4-(((2-oxopyrrolidin-3-yl)amino)methyl)phenyl)urea ClC1=CC=C(CNC(=O)NC2=CC=C(C=C2)CN[C@H]2C(NCC2)=O)C=C1